N1C=CC2=CC=C(C=C12)C=1N=NC=CC1N (1H-indol-6-yl)pyridazin-4-amine